C(=O)(O)[C@H](CCCC1=CC=C(C=C1)OCCOCCOCC)N1CCN(CCN(CCN(CC1)C(C(=O)[O-])CO)C(C(=O)[O-])CO)C(C(=O)[O-])CO.[Gd+3] gadolinium-2,2',2''-{10-[(1S)-1-carboxy-4-{4-[2-(2-ethoxyethoxy)ethoxy] phenyl}butyl]-1,4,7,10-tetraazacyclododecane-1,4,7-triyl}tris(3-hydroxypropanoate)